C(C1CO1)C=1OC(=CC1)CC1CO1 2,5-diglycidyl-furan